C(C)(C)(C)C1=NOC(=C1)NC(=O)N1N(C(CC1)=O)C1=CC=C(C=C1)C(F)(F)F N-(3-(tert-butyl)isoxazol-5-yl)-3-oxo-2-(4-(trifluoromethyl)phenyl)pyrazolidine-1-carboxamide